Cl.NCC(=O)OC methyl 2-aminoacetate HCl salt